C1(CC1)C(C)(Cl)Cl 1-cyclopropyl-1,1-dichloroethane